(R)-N-(1-(1-methylazetidin-3-yl)ethyl)-5-(4-(trifluoromethyl)phenoxy)-2-naphthamide CN1CC(C1)[C@@H](C)NC(=O)C1=CC2=CC=CC(=C2C=C1)OC1=CC=C(C=C1)C(F)(F)F